perfluorotripropyl-amine FC(C(C(F)(F)F)(F)F)(N(C(C(C(F)(F)F)(F)F)(F)F)C(C(C(F)(F)F)(F)F)(F)F)F